4-bromo-6-[6-[2-(dimethylamino)ethoxy]-3-pyridyl]pyrazolo[1,5-a]pyridine-3-carbonitrile BrC=1C=2N(C=C(C1)C=1C=NC(=CC1)OCCN(C)C)N=CC2C#N